N-(3-chloro-5-(methylsulfonamido)phenyl)-4-(3-cyclobutoxy-5-(3,3-difluoroazetidin-1-yl)pyridin-2-yl)-5-methylthiophene-2-carboxamide ClC=1C=C(C=C(C1)NS(=O)(=O)C)NC(=O)C=1SC(=C(C1)C1=NC=C(C=C1OC1CCC1)N1CC(C1)(F)F)C